C(C)(C)(C)C1=NN(C(=C1)N)C1CCCCC1 3-(tert-butyl)-1-cyclohexyl-1H-pyrazol-5-amine